NC1=C2C=NC(=NC2=CC(=C1F)C1=C(C2=C(OCCN2)N=C1)C)NC1=C(C=C(C(=O)NC)C=C1)OC 4-{[5-amino-6-fluoro-7-(8-methyl-2,3-dihydro-1H-pyrido[2,3-b][1,4]oxazin-7-yl)quinazolin-2-yl]amino}-3-methoxy-N-methylbenzamide